5-{3-[1-(4-Amino-3-formyl-1H-pyrazolo[3,4-d]pyrimidin-1-yl)ethyl]-5-chloro-2-ethoxy-6-methylphenyl}-N,N-dimethylpyridine-2-carboxamide NC1=C2C(=NC=N1)N(N=C2C=O)C(C)C=2C(=C(C(=C(C2)Cl)C)C=2C=CC(=NC2)C(=O)N(C)C)OCC